[N+](=O)([O-])C1=CC=C(C=C1)NC(=O)C1CCCCC1 N-(4-nitrophenyl)cyclohexanecarboxamide